(rac)-(R)-N-(4-(1-(4-ethyl-1H-imidazol-5-yl)ethyl)phenyl)-2,2-difluoro-2-(pyridin-3-yl)acetamide C(C)C=1N=CNC1[C@H](C)C1=CC=C(C=C1)NC(C(C=1C=NC=CC1)(F)F)=O |r|